6-chloro-1-[(2R,3S)-3-[(ethylsulfonyl)methyl]-2-methylazetidin-1-yl]-4-(propan-2-yl)-2,7-naphthyridine ClC=1C=C2C(=CN=C(C2=CN1)N1[C@@H]([C@H](C1)CS(=O)(=O)CC)C)C(C)C